C(C)(C)N1N=CC(=C1)C1=CC(=NC=C1)N(C(=O)C1CCC(CC1)N1CC(C1)O)CC12CCC(CC1)(CC2)C2=CC(=C(C=C2)OC)C 4-((4-(1-Isopropyl-1H-pyrazol-4-yl)pyridin-2-yl)((4-(4-methoxy-3-methylphenyl)bicyclo[2.2.2]octan-1-yl)methyl)carbamoyl)cyclohexyl-3-hydroxyazetidine